tert-butyl 2-methyl-3-[4-(morpholinomethyl)-2,5-dioxo-imidazolidin-4-yl]propanoate CC(C(=O)OC(C)(C)C)CC1(NC(NC1=O)=O)CN1CCOCC1